C(C)(C)(C)OC(=O)C1CN(C1)C1CCN(CC1)C(=O)OCC1=CC=CC=C1 benzyl 4-[3-(tert-butoxycarbonyl) azetidin-1-yl]piperidine-1-carboxylate